C(C)N1C=CC(C=C1)=O 1-ethylpyridin-4(1H)-one